ClC1=C(C=CC=C1)C1=CC(=CC=C1)OCCCC1CNCCC1 2-chloro-3'-(3-piperidylpropoxy)-[1,1'-biphenyl]